OCC(C(=O)O)(C)CO 2,2-bishydroxymethylpropionic acid